BrC=1C(=C(OCC(=O)O)C=CC1C)C(=O)OC 2-[3-bromo-2-(methoxycarbonyl)-4-methylphenoxy]acetic acid